6-(2,6-difluorophenyl)-4-((5-(3-oxomorpholino)pyridin-2-yl)amino)pyridazine-3-carboxamide FC1=C(C(=CC=C1)F)C1=CC(=C(N=N1)C(=O)N)NC1=NC=C(C=C1)N1C(COCC1)=O